4-[1-(phenylsulfonyl)-4-piperidinyl]-5-chloro-2-(4-pyridinyl)-1H-pyrimidin-6-one C1(=CC=CC=C1)S(=O)(=O)N1CCC(CC1)C=1N=C(NC(C1Cl)=O)C1=CC=NC=C1